tert-butyl benzyl(2-(2-(((tert-butyldiphenylsilyl)oxy)methyl)-3-(2-(trifluoromethyl)pyridin-4-yl)phenyl)-2-hydroxyethyl)carbamate C(C1=CC=CC=C1)N(C(OC(C)(C)C)=O)CC(O)C1=C(C(=CC=C1)C1=CC(=NC=C1)C(F)(F)F)CO[Si](C1=CC=CC=C1)(C1=CC=CC=C1)C(C)(C)C